1-[4-(aminomethyl)phenyl]-3a-hydroxy-1H,2H,3H,3aH,4H-pyrrolo[2,3-b]1,7-naphthyridin-4-one NCC1=CC=C(C=C1)N1CCC2(C1=NC1=CN=CC=C1C2=O)O